O=C1[C@H](C[C@@H]2N1[C@H](OC2)C2=CC=CC=C2)NC(OC(C)(C)C)=O tert-butyl N-[(3R,6S,7aS)-5-oxo-3-phenyl-3,6,7,7a-tetrahydro-1H-pyrrolo[1,2-c]oxazol-6-yl]carbamate